1-(2-piperidin-1-ylpyridin-4-yl)methylamine N1(CCCCC1)C1=NC=CC(=C1)CN